2-{[(3R,6R)-6-methyl-1-{[1-methyl-3-(2H-1,2,3-triazol-2-yl)-1H-pyrazol-4-yl]carbonyl}piperidin-3-yl]oxy}pyridine-4-carbonitrile C[C@@H]1CC[C@H](CN1C(=O)C=1C(=NN(C1)C)N1N=CC=N1)OC1=NC=CC(=C1)C#N